6-bromo-3-methyl-1-(1-methyl-4-piperidyl)indazole BrC1=CC=C2C(=NN(C2=C1)C1CCN(CC1)C)C